adenosine disodium diphosphate salt [O-]P([O-])(=O)OP(=O)(O)O.[Na+].[Na+].[C@@H]1([C@H](O)[C@H](O)[C@@H](CO)O1)N1C=NC=2C(N)=NC=NC12